O[C@H]1[C@@H]([C@@H]2[C@@H](OC[C@H](CC2)COCC(=O)OC(C)C)C1)\C=C\[C@H](COC1=C(C=CC=C1)C)O 2-Propanyl ({(3R,5aR,6R,7R,8aS)-7-hydroxy-6-[(1E,3R)-3-hydroxy-4-(2-methylphenoxy)-1-buten-1-yl]octahydro-2H-cyclopenta[b]oxepin-3-yl}methoxy)acetate